C=C1CC=C(C(C)C)CC1 β-Terpinen